(E)-3-(4-amino-3-methoxystyryl)-5-ethoxy-4-(3-methylbut-2-en-1-yl)phenol NC1=C(C=C(/C=C/C=2C=C(C=C(C2CC=C(C)C)OCC)O)C=C1)OC